N,N-diethyl-dithio-carbamic acid C(C)N(C(S)=S)CC